SC=1C=CC=C(C1)N1C(NC(C=C1)=O)=O 5-Mercaptophenyl-1H-pyrimidin-2,4-dione